1-t-butyl 2,4-dimethyl (2S,4R)-4-(3-bromo-5-chloroindazol-2-yl)pyrrolidine-1,2,4-tricarboxylate BrC=1N(N=C2C=CC(=CC12)Cl)[C@@]1(C[C@H](N(C1)C(=O)OC(C)(C)C)C(=O)OC)C(=O)OC